tert-butyl 2-((6S)-4-(4-(3-aminobut-1-yn-1-yl)phenyl)-2,3,9-trimethyl-6H-thieno[3,2-f][1,2,4]triazolo[4,3-a][1,4]diazepin-6-yl)acetate NC(C#CC1=CC=C(C=C1)C1=N[C@H](C=2N(C3=C1C(=C(S3)C)C)C(=NN2)C)CC(=O)OC(C)(C)C)C